1,2-Octanediol dimethacrylate C(C(=C)C)(=O)OCC(CCCCCC)OC(C(=C)C)=O